COC1=CC=C(C=C1)C(=C)C1OC1 2-(1-(4-methoxyphenyl)vinyl)oxirane